CN1N=C(C(=C1)C1=CC=NC=C1)C1=CC=C(OCC2=NC3=CC=CC=C3C=N2)C=C1 2-[4-(1-methyl-4-pyridin-4-yl-1H-pyrazol-3-yl)-phenoxymethyl]-quinazoline